O1C(COC2=C1C=CC=C2)C2=CC=C(CNC(CN1CCCC1)(C)C)C=C2 N-[4-(2,3-dihydro-1,4-benzodioxin-2-yl)benzyl]-2-methyl-1-(pyrrolidin-1-yl)propan-2-amine